C12(CC3CC(CC(C1)C3)C2)NCCCCCCCC2=NC3=CC=CC(=C3C(N2C2C(NC(CC2)=O)=O)=O)F 3-(2-(7-(((3s,5s,7s)-adamantan-1-yl)amino)heptyl)-5-fluoro-4-oxoquinazolin-3(4H)-yl)piperidine-2,6-dione